8-[(1R)-1-[2-(1,3-Dioxolan-2-yl)anilino]ethyl]-3,6-dimethyl-2-phenyl-chromen-4-one O1C(OCC1)C1=C(N[C@H](C)C=2C=C(C=C3C(C(=C(OC23)C2=CC=CC=C2)C)=O)C)C=CC=C1